O1C(=CC=C1)C1=NN2C(N=C(N=C2N)N2CC(CCC2)CN2CCN(CC2)C2=NC=CC=C2)=N1 2-(furan-2-yl)-5-(3-((4-(pyridin-2-yl)piperazin-1-yl)methyl)piperidin-1-yl)-[1,2,4]Triazolo[1,5-a][1,3,5]triazine-7-amine